FC1=C(C(=CC(=C1)C1OCC(CO1)CCC)F)C(OC1=CC(=C(C=C1)C1=CC(=C(C(=C1)F)C#N)F)C(F)(F)F)(F)F 4'-((2,6-difluoro-4-(5-propyl-1,3-dioxan-2-yl)phenyl)difluoromethoxy)-3,5-difluoro-2'-(trifluoromethyl)-[1,1'-biphenyl]-4-carbonitrile